6,7-dihydro-5H-cyclopenta[b]pyridine-7-ol N1=C2C(=CC=C1)CCC2O